CN(CCCN)C 3-Dimethylaminopropylamin